(R)-2-methyl-N-[(3R)-spiro[3H-furo[2,3-b]pyridin-2,4'-piperidin]-3-yl]propane-2-sulfinamide CC(C)(C)[S@@](=O)N[C@@H]1C=2C(=NC=CC2)OC12CCNCC2